7-bromo-6-fluoro-1-methyl-5H-pyrazolo[4,3-C]quinolin-4-one BrC=1C=CC=2C3=C(C(NC2C1F)=O)C=NN3C